2-(3,8-diazabicyclo[3.2.1]octan-3-yl)-7-(thiazol-2-yl)-5-(1,1,1-trifluoro-2-methoxypropan-2-yl)benzo[d]oxazole C12CN(CC(CC1)N2)C=2OC1=C(N2)C=C(C=C1C=1SC=CN1)C(C(F)(F)F)(C)OC